The molecule is an amino acid zwitterion arising from transfer of a proton from the carboxy to the amino group of L-phenylalanine; major species at pH 7.3. It is an enantiomer of a D-phenylalanine zwitterion. It is a tautomer of a L-phenylalanine. C1=CC=C(C=C1)C[C@@H](C(=O)[O-])[NH3+]